C1(=CC=CC=C1)C=1C=C(C=2N(C1)C=C(N2)C=2C=C(C=CC2)S)C2=CC=CC=C2 3-(6,8-diphenylimidazo[1,2-a]pyridin-2-yl)benzenethiol